ethyl 5-chloro-3-cyclopropyl-7-(1H-pyrazol-4-yl)pyrazolo[1,5-a]pyrimidine-2-carboxylate ClC1=NC=2N(C(=C1)C=1C=NNC1)N=C(C2C2CC2)C(=O)OCC